ClC1=CC=C(C=C1)C1=NN2C(CNCC2)=C1C1=CC=NC=C1 2-(4-chlorophenyl)-3-(pyridin-4-yl)-4,5,6,7-tetrahydropyrazolo[1,5-a]pyrazine